C(C(C(CO)O)O)O butane-1,2,3,4-tetrol